2-(3-isopropyl-2-(2-methylpyridin-4-yl)-1H-indol-5-yl)-2-methyl-1-(4-(piperidin-4-yloxy)piperidin-1-yl)propan-1-one C(C)(C)C1=C(NC2=CC=C(C=C12)C(C(=O)N1CCC(CC1)OC1CCNCC1)(C)C)C1=CC(=NC=C1)C